2-(diaminophenyl)benzimidazole-5-amine NC=1C(=C(C=CC1)C=1NC2=C(N1)C=CC(=C2)N)N